N[S@@](=NC(CC1=C(C(=NC=C1C(C)C)F)C(C)C)=O)(=O)C1=CN=C(S1)C(C)(C)O (S)-N-(amino(2-(2-hydroxypropan-2-yl)thiazol-5-yl)(oxo)-λ6-sulfaneylidene)-2-(2-fluoro-3,5-diisopropylpyridin-4-yl)acetamide